N[C@@H]1CN(CC[C@H]1C)C1=CC(=NC=C1C=1C=NN(C1)C(F)F)NC1=NC(=NC=C1)C1=C(C=C(C=C1OC)F)F N-(4-((3S,4R)-3-amino-4-methylpiperidin-1-yl)-5-(1-(difluoromethyl)-1H-pyrazol-4-yl)pyridin-2-yl)-2-(2,4-difluoro-6-methoxyphenyl)pyrimidin-4-amine